C(C1=CC=CC=C1)OC1=CC=C(C=C1)C(CC[C@@H](C(=O)OC(C)(C)C)NC(=O)OC(C)(C)C)=O 1-(tert-butyl) (S)-5-(4-(benzyloxy)phenyl)-2-((tert-butoxycarbonyl)amino)-5-oxopentanoate